2-amino-4-(m-tolyl)-4H-pyrano[3,2-b]benzofuran-3-carbonitrile NC1=C(C(C=2OC3=C(C2O1)C=CC=C3)C=3C=C(C=CC3)C)C#N